1-(3-{4-amino-5-[1-(azetidin-3-yl)-1H-pyrazol-4-yl]-7-methyl-7H-pyrrolo[2,3-d]pyrimidin-6-yl}pyrrolidin-1-yl)prop-2-en-1-one NC=1C2=C(N=CN1)N(C(=C2C=2C=NN(C2)C2CNC2)C2CN(CC2)C(C=C)=O)C